biotin azide azide [N-]=[N+]=[N-].[N-]=[N+]=[N-].OC(=O)CCCC[C@@H]1SC[C@@H]2NC(=O)N[C@H]12